OC(=O)C(F)(F)F.FC=1C(=NC(=CC1)N1CCN(CC1)C)C(=O)OC methyl 3-fluoro-6-(4-methylpiperazin-1-yl)picolinate TFA salt